5-[(3,3-difluorocyclobutyl)oxy]-N-(5-{[(1S,2S)-2-hydroxycyclohexyl]carbamoyl}-2-methylphenyl)pyridine-3-carboxamide 1-methylpiperidin-4-yl-4-methylbenzenesulfonate CN1CCC(CC1)OS(=O)(=O)C1=CC=C(C=C1)C.FC1(CC(C1)OC=1C=C(C=NC1)C(=O)NC1=C(C=CC(=C1)C(N[C@@H]1[C@H](CCCC1)O)=O)C)F